tert-butyl N-[(1S)-1-[[1-[(6-chloro-3-methoxy-pyridazin-4-yl)methyl]pyrazol-4-yl]carbamoyl]-2,2-dicyclopropyl-ethyl]carbamate ClC1=CC(=C(N=N1)OC)CN1N=CC(=C1)NC(=O)[C@H](C(C1CC1)C1CC1)NC(OC(C)(C)C)=O